(E)-α-cyano-β-(2-fluorophenyl)acrylamide C(#N)/C(/C(=O)N)=C\C1=C(C=CC=C1)F